Ethyl (1S,2R)-2-(4-(1-chloroethyl)phenoxy)cyclopropane-1-carboxylate ClC(C)C1=CC=C(O[C@H]2[C@H](C2)C(=O)OCC)C=C1